5-((4-((4'-chloro-[1,1'-biphenyl]-2-yl)methyl)piperazin-1-yl)amino)-1-oxoisoindole ClC1=CC=C(C=C1)C1=C(C=CC=C1)CN1CCN(CC1)NC=1C=C2C=NC(C2=CC1)=O